benzyl (2S)-4-(7-(2-((tert-butoxycarbonyl)amino)-7-fluorobenzo[d]thiazol-4-yl)-6-chloro-3-cyano-8-fluoro-2-hydroxyquinolin-4-yl)-2-(cyano methyl)piperazine-1-carboxylate C(C)(C)(C)OC(=O)NC=1SC2=C(N1)C(=CC=C2F)C2=C(C=C1C(=C(C(=NC1=C2F)O)C#N)N2C[C@@H](N(CC2)C(=O)OCC2=CC=CC=C2)CC#N)Cl